4-fluoro-1-(4-(4-(2-fluoroethoxy)phenyl)pyrimidin-2-yl)-N-(3-methylquinuclidin-3-yl)piperidine-4-carboxamide FC1(CCN(CC1)C1=NC=CC(=N1)C1=CC=C(C=C1)OCCF)C(=O)NC1(CN2CCC1CC2)C